6-((1S,4S)-2,5-Diazabicyclo[2.2.1]heptan-2-yl)-N-(3-chloro-4-(cyclopropylmethoxy)-2-fluorophenyl)pyrido[3,2-d]pyrimidin-4-amine [C@@H]12N(C[C@@H](NC1)C2)C=2C=CC=1N=CN=C(C1N2)NC2=C(C(=C(C=C2)OCC2CC2)Cl)F